(6R,8aS)-6-[8-amino-1-(4-{1-[3-(difluoromethoxy)phenyl]-1-hydroxyethyl}phenyl)imidazo[1,5-a]pyrazin-3-yl]hexahydroindolizin-3(2H)-one NC=1C=2N(C=CN1)C(=NC2C2=CC=C(C=C2)C(C)(O)C2=CC(=CC=C2)OC(F)F)[C@H]2CN1C(CC[C@@H]1CC2)=O